1-(6-((4-methyl-1-oxo-1,3-dihydroisobenzofuran-5-yl)methyl)-5,6,7,8-tetrahydropyrido[4,3-d]pyrimidin-2-yl)-1H-indazole-5-carbonitrile CC1=C2COC(C2=CC=C1CN1CC2=C(N=C(N=C2)N2N=CC3=CC(=CC=C23)C#N)CC1)=O